(2S,4S)-4-[3-[2-(4-aminobutyl)indazol-4-yl]phenoxy]-1-tert-butoxycarbonyl-pyrrolidine-2-carboxylic acid NCCCCN1N=C2C=CC=C(C2=C1)C=1C=C(O[C@H]2C[C@H](N(C2)C(=O)OC(C)(C)C)C(=O)O)C=CC1